5-(tert-butyl)-N-(4-methyl-3-(4-(5-(4-(4-methylpiperazin-1-yl)phenyl)pyridin-3-yl)-1H-pyrazol-1-yl)phenyl)isoxazole-3-carboxamide C(C)(C)(C)C1=CC(=NO1)C(=O)NC1=CC(=C(C=C1)C)N1N=CC(=C1)C=1C=NC=C(C1)C1=CC=C(C=C1)N1CCN(CC1)C